FC=1C=C2C(=CNC2=CC1)C1CCN(CC1)CCN(C1=CC(=CC=C1)C1=CNC=C1)C (2-(4-(5-fluoro-1H-indol-3-yl)piperidin-1-yl)ethyl)-N-methyl-3-(1H-pyrrol-3-yl)aniline